3-((8-methoxy-2-(6-methoxypyridin-3-yl)-2,3-dihydrobenzo[b][1,4]dioxin-6-yl)methyl)-6-(3-methoxyprop-1-yn-1-yl)-3H-imidazo[4,5-b]pyridine COC1=CC(=CC2=C1OC(CO2)C=2C=NC(=CC2)OC)CN2C=NC=1C2=NC=C(C1)C#CCOC